3-methylpentane-1,5-diyl diacrylate C(C=C)(=O)OCCC(CCOC(C=C)=O)C